Boc t-butyl carbonate C(OC(=O)OC(C)(C)C)(OC(C)(C)C)=O